C(C)C=1N=CN(C1C(=O)OC)COCC[Si](C)(C)C methyl 4-ethyl-1-((2-(trimethylsilyl) ethoxy) methyl)-1H-imidazole-5-carboxylate